FC1=CNC2=C1C(=NC=C2F)C2CCN(CC2)C(=O)NC21CCC(CC2)(CC1)C(CC(=O)O)C 3-{4-[4-(3,7-difluoro-1H-pyrrolo[3,2-c]pyridin-4-yl)piperidine-1-carboxamido]-bicyclo[2.2.2]octan-1-yl}-butyric acid